3-cyclohexyl-1-propanol C1(CCCCC1)CCCO